N-ethyl-5-(4-((3-ethyl-2,4-dioxo-1,2,3,4-tetrahydroquinazolin-7-yl)methyl)piperazin-1-yl)-6-(trifluoromethyl)picolinamide C(C)NC(C1=NC(=C(C=C1)N1CCN(CC1)CC1=CC=C2C(N(C(NC2=C1)=O)CC)=O)C(F)(F)F)=O